oxathian O1SCCCC1